ClC=1SC(=CN1)C(C)C 2-chloro-5-(prop-2-yl)-1,3-thiazole